FC1=C(C(=C(C(=C1[B-](C1=C(C(=C(C(=C1F)F)F)F)F)(C1=C(C(=C(C(=C1F)F)F)F)F)C1=C(C(=C(C(=C1F)F)F)F)F)F)F)F)F.C1=CC=CC=C1 benzene tetra(pentafluorophenyl)borate